C(CC)(=O)ON1C(CCC1=O)=O 2,5-dioxopyrrolidin-1-yl propionate